N-(cyanomethyl)-4-(5-methyl-2-(4-morpholinophenyl-amino)pyrimidin-4-yl)benzamide C(#N)CNC(C1=CC=C(C=C1)C1=NC(=NC=C1C)NC1=CC=C(C=C1)N1CCOCC1)=O